N-Methyl-2-{[cis-4-{[3-cyano-6-(3,6-dihydro-2H-pyran-4-yl)pyrazolo[1,5-a]pyridin-4-yl]oxy}cyclohexyl]amino}pyrimidine-4-carboxamide CNC(=O)C1=NC(=NC=C1)N[C@@H]1CC[C@@H](CC1)OC=1C=2N(C=C(C1)C=1CCOCC1)N=CC2C#N